[1,2,3]Triazol-5-yl-3-fluoro-[1,1'-biphenyl] N1N=NC=C1C1=C(C=CC=C1F)C1=CC=CC=C1